C(C1CO1)OC(C)[Si](OC)(OC)C α-glycidoxyethyl-methyl-dimethoxysilane